azoarsin N(=N[AsH2])[AsH2]